CN(CCC1OC(OC1)(CCCCCCCCCSCSCCCCC)CCCCCCCC\C=C/C\C=C/CCCCC)C N,N-dimethyl-2-(2-((9Z,12Z)-octadeca-9,12-dien-1-yl)-2-(9-(((pentylthio)methyl)thio)nonyl)-1,3-dioxolan-4-yl)ethan-1-amine